N-(1-(butylsulfonyl)piperidin-4-yl)-N-(oxetan-3-ylmethyl)isoquinoline-3-carboxamide C(CCC)S(=O)(=O)N1CCC(CC1)N(C(=O)C=1N=CC2=CC=CC=C2C1)CC1COC1